OC1=CC=C(C=C(C(=O)[O-])C(=O)[O-])C=C1 4-hydroxybenzylidenemalonate